3-[3-(2-chloro-6-methyl-4-pyridyl)-5-[[(1S)-2-hydroxy-1,2-dimethyl-propyl]amino]pyrazolo[1,5-a]pyrimidin-2-yl]benzonitrile ClC1=NC(=CC(=C1)C=1C(=NN2C1N=C(C=C2)N[C@H](C(C)(C)O)C)C=2C=C(C#N)C=CC2)C